3-[(2-Carboxyethyl-oxogermyl)oxy-oxogermyl]propanoic acid C(=O)(O)CC[Ge](O[Ge](CCC(=O)O)=O)=O